[Te].[Sb].[Sc].FC1=NC=CC(=C1)C1=NC=CC(=N1)C(=O)N 2-(2-fluoropyridin-4-yl)pyrimidine-4-carboxamide Scandium antimony tellurium